pentadecan-7-yl 6-(benzyloxy)hexanoate C(C1=CC=CC=C1)OCCCCCC(=O)OC(CCCCCC)CCCCCCCC